(3S)-11-(3,5-Difluoropyridin-2-yl)-8-((3S,5R)-3,5-dimethylpiperazin-1-yl)-3-methoxy-10-(trifluoromethyl)-3,4-dihydro-2H,6H-[1,4]thiazepino[2,3,4-ij]quinazolin-6-one FC=1C(=NC=C(C1)F)C1=C(C=C2C(=NC(N3C2=C1SC[C@H](C3)OC)=O)N3C[C@@H](N[C@@H](C3)C)C)C(F)(F)F